C1(CC1)C1=NC(=CC(=C1)C1=C(C=C(C#N)C=C1)C1=NN=CN1C)N1C(C2=CC(=CC(=C2C1)C(F)(F)F)CNCCOC(F)(F)F)=O 4-{2-Cyclopropyl-6-[1-oxo-6-({[2-(trifluoromethoxy)ethyl]amino}methyl)-4-(trifluoromethyl)-3H-isoindol-2-yl]pyridin-4-yl}-3-(4-methyl-1,2,4-triazol-3-yl)benzonitrile